CC1(C(N(C2=C(O1)C=C(C=N2)C2(NC=C(C(=N2)NC=2C=CC1=C(NC(O1)=O)C2)C)N)CCOC)=O)C 2-[2,2-dimethyl-4-(2-methoxyethyl)-2H-pyrido[3,2-b][1,4]oxazin-3(4H)-one-7-yl]-5-methyl-N4-(2-oxo-2,3-dihydro-1,3-benzoxazol-5-yl)-2,4-pyrimidinediamine